COC1=C(C(=CC=C1)C)C=1C=C(C=NC1)[C@H](CC(=O)OC)NC(C(CC(C)C)N1C(C=C(C=C1)C)=O)=O (3S)-methyl 3-(5-(2-methoxy-6-methylphenyl)pyridin-3-yl)-3-(4-methyl-2-(4-methyl-2-oxopyridin-1(2H)-yl)pentanamido)propanoate